6-chloro-N-[5-(2,2-difluoroethoxy)-4,6-dimethoxy-pyrimidin-2-yl]-7-(5-fluoropyrimidin-2-yl)-1H-indole-3-sulfonamide ClC1=CC=C2C(=CNC2=C1C1=NC=C(C=N1)F)S(=O)(=O)NC1=NC(=C(C(=N1)OC)OCC(F)F)OC